4-[[(4R)-1-[(1-tert-butoxycarbonyl-4-piperidinyl)methyl]-2-oxo-4-piperidinyl]methyl]piperazine-1-carboxylic acid benzyl ester C(C1=CC=CC=C1)OC(=O)N1CCN(CC1)C[C@H]1CC(N(CC1)CC1CCN(CC1)C(=O)OC(C)(C)C)=O